2-(bromomethyl)-4-fluoro-1-isopropoxybenzene BrCC1=C(C=CC(=C1)F)OC(C)C